COC=1C(=CC(=NC1)C)C1=C(C(=O)OC)C=CC(=C1)C methyl 2-(5-methoxy-2-methylpyridin-4-yl)-4-methylbenzoate